ClC=1C=C2C(C(=CN(C2=CC1N1[C@H](CCC1)COC1=NC=CC=C1Cl)C1=NC=C(N=C1)NS(=O)(=O)C)C(=O)O)=O (R)-6-chloro-7-(2-(((3-chloropyridin-2-yl)oxy)methyl)pyrrolidin-1-yl)-1-(5-(methyl-sulfonamido)pyrazin-2-yl)-4-oxo-1,4-dihydroquinoline-3-carboxylic acid